BrC=1C=C(C=C(C1O)Br)C(=O)C1=C(OC2=C1C(=C(C(=C2[2H])[N+](=O)[O-])[2H])[2H])CC (3,5-dibromo-4-hydroxyphenyl)(2-ethyl-6-nitrobenzofuran-3-yl-4,5,7-d3)Methanone